S1C=NC(=C1)CC1C[C@H](NC1)C(=O)O gamma-(4-thiazolylmethyl)-proline